COC=1N=NC2=CC(=CC=C2C1)C1=NC(=CC=C1C=1C=NN(C1)CC(C#N)(C)C)C 3-{4-[2-(3-Methoxycinnolin-7-yl)-6-methylpyridin-3-yl]-1H-pyrazol-1-yl}-2,2-dimethylpropannitril